C(#N)C=1C=C(C=CC1)C=1N=C(SC1C1=CC(=NC(=C1)C)C)NC(=O)N1C[C@@H](N(CC1)C(=O)OC(C)(C)C)C(F)(F)F tert-Butyl (2R)-4-[[4-(3-cyanophenyl)-5-(2,6-dimethyl-4-pyridyl)thiazol-2-yl]carbamoyl]-2-(trifluoromethyl)piperazine-1-carboxylate